Phenyl-magnesium bromide C1(=CC=CC=C1)[Mg]Br